2-[3-methyl-4-[[(3R)-3-piperidinyl]amino]isoxazolo[4,5-d]pyridazin-7-yl]-5-(trifluoromethyl)phenol CC1=NOC2=C1C(=NN=C2C2=C(C=C(C=C2)C(F)(F)F)O)N[C@H]2CNCCC2